1-(3-(5-fluoro-3-methoxy-8,9-dihydropyrido[3',2':4,5]pyrrolo[1,2-a]pyrazin-7(6H)-yl)-3-oxopropoxy)propan FC=1C2=C(N3C1CN(CC3)C(CCOCCC)=O)N=CC(=C2)OC